C(C)(C)(C)N1C(=NC2=C1C(=CC(=C2)F)C#N)NC(CC(C(F)(F)F)(C)C)=O N-(1-(tert-butyl)-7-cyano-5-fluoro-1H-benzo[d]imidazol-2-yl)-4,4,4-trifluoro-3,3-dimethylbutanamide